5-fluoro-3-((R)-1-(3-(4-((R)-2-hydroxypropyl)pyrimidin-2-yl)imidazo[1,2-b]pyridazin-6-yl)pyrrolidin-2-yl)pyridin-2(1H)-one FC=1C=C(C(NC1)=O)[C@@H]1N(CCC1)C=1C=CC=2N(N1)C(=CN2)C2=NC=CC(=N2)C[C@@H](C)O